CC(C)CC(CCCCCCCCCCCC)C 2,4-dimethylhexadecane